ClC=1C=C(C=CC1F)[C@@H](NC(=O)N1CC(NCC1)=O)C1=NC(=C(C=C1)Cl)C(F)(F)F N-((R)-(3-chloro-4-fluorophenyl)(5-chloro-6-(trifluoromethyl)pyridin-2-yl)methyl)-3-oxopiperazine-1-carboxamide